C(=O)O.N1(CCC1)CC1=C(CNC2=CC(=C(C(=C2)F)S(=O)(=O)NC2=NC=C(C=C2)F)F)C(=CC=C1)F 4-((2-(azetidin-1-ylmethyl)-6-fluorobenzyl)amino)-2,6-difluoro-N-(5-fluoropyridin-2-yl)benzenesulfonamide formate